phosphoryl-(4-methoxyphenyl)amine P(=O)#COC1=CC=C(C=C1)N